(1R,5S)-3-(5-(1-(4-Amino-1H-pyrazol-1-yl)ethyl)-3-hydroxypyridin-2-yl)-3-azabicyclo[3.1.0]hexan-2-one NC=1C=NN(C1)C(C)C=1C=C(C(=NC1)N1C([C@@H]2C[C@@H]2C1)=O)O